BrC1=C(C(=CC(=C1)Cl)C)N1CC2(COC2)C1 6-(2-bromo-4-chloro-6-methylphenyl)-2-oxa-6-azaspiro[3.3]Heptane